6-bromo-1-(2-oxobutyl)-3-trityl-1,3-dihydro-2H-imidazo[4,5-b]Pyridine BrC=1C=C2C(=NC1)N(CN2CC(CC)=O)C(C2=CC=CC=C2)(C2=CC=CC=C2)C2=CC=CC=C2